C(C)C(COP(OCC(CCCC)CC)(=O)C(C)(C)NCC(CCCC)CC)CCCC 1-(2-ethylhexyl-amino)-1-methylethylphosphonic acid bis(2-ethylhexyl) ester